C(C=1C(C(=O)[O-])=CC=CC1)(=O)OCCCCCCC(C)C Monoisononyl phthalate